N=1C=NN2C1C=C(C=C2)OC2=C(C(=C(C=C2)NC2=NC=NC1=CC(=C(C=C21)OC2CC1CCC(C2)N1C(C=C)=O)OC)F)C 1-(Exo-3-((4-((4-([1,2,4]triazolo[1,5-a]pyridin-7-yloxy)-2-fluoro-3-methylphenyl)amino)-7-methoxyquinazolin-6-yl)oxy)-8-azabicyclo[3.2.1]oct-8-yl)prop-2-en-1-one